N'-(dithiodi-5,2-thiophenediyl)diacetamide S1C(=CC=C1SSC1=CC=C(S1)CC(=O)N)CC(=O)N